1-(2-(dimethylamino)ethyl)-N1-ethyl-N4-(4-(5-fluoro-1H-indol-3-yl)-5-(trifluoromethyl)pyrimidin-2-yl)benzene-1,2,4-triamine CN(CCC1(C(C=C(C=C1)NC1=NC=C(C(=N1)C1=CNC2=CC=C(C=C12)F)C(F)(F)F)N)NCC)C